2-chloro-3-fluoro-5-({2-[(2H3)methyloxy](2H4)ethyl}oxy)pyridine ClC1=NC=C(C=C1F)OC(C(OC([2H])([2H])[2H])([2H])[2H])([2H])[2H]